N(C(=N)N)C1=CC=C(C(=O)OC=2C=3N(C(=CC2)CCC(=O)O)N=CN3)C=C1 3-(8-(4-guanidinobenzoyloxy)-[1,2,4]triazolo[1,5-a]pyridin-5-yl)propanoic acid